COC1=C(C=C(C=C1)OC1=CC=C(C=C1)C(F)(F)F)NC(=O)[C@H]1N(C(CC1)=O)C (S)-N-(2-methoxy-5-(4-(trifluoromethyl)-phenoxy)phenyl)-1-methyl-5-oxopyrrolidine-2-carboxamide